5-(3-{4-[3-(dimethylamino)prop-1-yn-1-yl]-2-fluorophenoxy}propyl)-1,3-thiazole-4-carboxylic acid CN(CC#CC1=CC(=C(OCCCC2=C(N=CS2)C(=O)O)C=C1)F)C